4-([2,2'-bipyridin]-4-yl)butyric acid N1=C(C=C(C=C1)CCCC(=O)O)C1=NC=CC=C1